FC(C=1C=C(C=C(C1)C(F)(F)F)NC(=O)N[C@@H]1[C@@H](CN(CC1)C(=O)OC(C)(C)C)C1=CC=C(C=C1)F)(F)F |o1:16,17| tert-butyl (3R*,4S*)-4-({[3,5-bis(trifluoromethyl)phenyl]carbamoyl}amino)-3-(4-fluorophenyl)piperidine-1-carboxylate